OC1=C(C(=O)C2=CC=CC=C2)C=C(C(=C1)OCCCCCCCCCCCC)[N+](=O)[O-] 2-hydroxy-4-dodecyloxy-5-nitrobenzophenone